lithium, magnesium salt [Mg].[Li]